N-({6-[(4-fluoro-4-methylpiperidin-1-yl)methyl]imidazo[1,2-a]pyridin-2-yl}methyl)-4-oxo-4H-pyrido[1,2-a]pyrimidine-2-carboxamide FC1(CCN(CC1)CC=1C=CC=2N(C1)C=C(N2)CNC(=O)C=2N=C1N(C(C2)=O)C=CC=C1)C